1,3-dioxane-5-carbaldehyde O1COCC(C1)C=O